6-{2-[(3-exo)-8-Azabicyclo[3.2.1]oct-3-ylamino][1,3]thiazolo[4,5-c]pyridin-6-yl}-2-methylimidazo[1,2-a]pyridin-8-carbonitril C12CC(CC(CC1)N2)NC=2SC1=C(C=NC(=C1)C=1C=C(C=3N(C1)C=C(N3)C)C#N)N2